ClC=1N=C(C=2OCC(NC2N1)C1COC1)N1C[C@@H](CC1)N(C(OC(C)(C)C)=O)C tert-butyl ((3R)-1-(2-chloro-7-(oxetan-3-yl)-7,8-dihydro-6H-pyrimido[5,4-b][1,4]oxazin-4-yl)pyrrolidin-3-yl)(methyl)carbamate